2-(cis-2-aminocyclohexylamino)-4-(3,4,5-trimethoxyanilino)pyrimidine-5-carboxamide N[C@@H]1[C@@H](CCCC1)NC1=NC=C(C(=N1)NC1=CC(=C(C(=C1)OC)OC)OC)C(=O)N